C(#N)[C@@H](C)NC1=C(C=NC(=C1)C1=CC=C2N1N=CC(=C2)C#N)C2=NN=C(S2)N2CC1(C2)CCC(CC1)NC(C)=O (R)-N-(2-(5-(4-((1-cyanoethyl)amino)-6-(3-cyanopyrrolo[1,2-b]pyridazin-7-yl)pyridin-3-yl)-1,3,4-thiadiazol-2-yl)-2-azaspiro[3.5]nonan-7-yl)acetamide